FCS(=O)(=O)N Fluoromethylsulfonamide